ethyl 2-chloro-4-(((1s,4s)-4-hydroxycyclohexyl)amino)pyrimidine-5-carboxylate CCOC(=O)C1=CN=C(N=C1NC2CCC(CC2)O)Cl